(S)-5-(2-((5,6-diethyl-2,3-dihydro-1H-inden-2-yl)amino)-1-hydroxyethyl)-8-(2-(pyrrolidin-1-yl)ethoxy)quinolin-2(1H)-one C(C)C=1C=C2CC(CC2=CC1CC)NC[C@@H](O)C1=C2C=CC(NC2=C(C=C1)OCCN1CCCC1)=O